COC(=O)C=1N=C(C2=CC(=CC=C2C1)N1C(OCC1)=O)N1CCCC2=CC(=C(C=C12)C(F)F)C=1C=NN(C1)C 1-[7-difluoromethyl-6-(1-methyl-1H-pyrazol-4-yl)-3,4-dihydro-2H-quinolin-1-yl]-7-(2-oxo-oxazolidin-3-yl)-isoquinoline-3-carboxylic acid methyl ester